4-(benzyloxy)-N-(7-(methylamino)thieno[3,2-b]pyridin-6-yl)butanamide C(C1=CC=CC=C1)OCCCC(=O)NC=1C(=C2C(=NC1)C=CS2)NC